[Co+2].ClC1=CC=C(C=C1)C=1C2=CC=C(N2)C(=C2C=CC(C(=C3C=CC(=C(C=4C=CC1N4)C4=CC=C(C=C4)Cl)N3)C3=CC=C(C=C3)Cl)=N2)C2=CC=C(C=C2)Cl 5,10,15,20-tetra(4-chlorophenyl)porphyrin cobalt(II)